[Li].C(=C)C1=C(C=CC=C1)CC(=O)O vinyl-benzeneacetic acid lithium